C(C)(C)(C)[Si](O[C@H]1CN(CC1)C1=C(C=C2C(=N1)N=C(S2)N2CCOCC2)NC(=O)C=2N=C(OC2)C2=CC(=NC=C2)C)(C)C (R)-N-(5-(3-((tertbutyldimethylsilyl)oxy)pyrrolidin-1-yl)-2-morpholinothiazolo[4,5-b]pyridin-6-yl)-2-(2-methylpyridin-4-yl)oxazole-4-carboxamide